BrC=1C=C(C=CC1)C[C@@H](C(=O)OC(C)(C)C)NC(=O)OC(C)(C)C tert-Butyl (2S)-3-(3-bromophenyl)-2-((tert-butoxycarbonyl)amino)propanoate